methyluridine-phosphorothioate P(O)(O)(=S)OC[C@@H]1[C@H]([C@H]([C@@](O1)(N1C(=O)NC(=O)C=C1)C)O)O